isodecyl (methacrylate) C(C(=C)C)(=O)OCCCCCCCC(C)C